CO[C@H]1CN(CC1)CC1=CC=C(C=C1)C=1C=C(C(NC1C(F)(F)F)=O)C(=O)N (R)-5-(4-((3-Methoxypyrrolidin-1-yl)methyl)phenyl)-2-oxo-6-(trifluoromethyl)-1,2-dihydropyridine-3-carboxamide